COC1=CC(=C(C=C1)NC1=NC=CC=C1)[N+](=O)[O-] N-(4-methoxy-2-nitrophenyl)pyridin-2-amine